1H-pyrrolo[3,2-c][1,5]naphthyridine-3-carbonitrile N1C=C(C=2C=NC=3C=CC=NC3C21)C#N